O=C1N(C(C2=CC=CC=C12)=O)CCCCCCCCCCCCC=O 13-(1,3-Dioxoisoindolin-2-yl)tridecanal